ClC1=CC=C(C(=N1)OC=1C=C(C=CC1)C[C@@H]1N(CC[C@@H]1N(COCC[Si](C)(C)C)S(=O)(=O)C)C(=O)OC(C)(C)C)C tert-Butyl (2S,3S)-2-({3-[(6-chloro-3-methylpyridin-2-yl)oxy]phenyl}methyl)-3-[(methanesulfonyl){[2-(trimethylsilyl)ethoxy]methyl}amino]pyrrolidine-1-carboxylate